N-({4-[2-(2-aminopyridin-3-yl)-5-{2-fluoro-3-[4-(2-oxopyrrolidin-1-yl)piperidin-1-yl]phenyl}imidazo[4,5-b]pyridin-3-yl]phenyl}methyl)-2-(4-formyl-3-hydroxyphenyl)acetamide NC1=NC=CC=C1C1=NC=2C(=NC(=CC2)C2=C(C(=CC=C2)N2CCC(CC2)N2C(CCC2)=O)F)N1C1=CC=C(C=C1)CNC(CC1=CC(=C(C=C1)C=O)O)=O